C(C)(C)(C)OC(=O)N1CCN(CC1)C=1C=C2C(=C(C=NC2=CC1)CC)N(C)C=1SC(=C(N1)C1=CC=C(C=C1)F)C#N 4-(4-((5-cyano-4-(4-fluorophenyl)thiazol-2-yl)(methyl)amino)-3-ethylquinolin-6-yl)piperazine-1-carboxylic acid tert-butyl ester